ClC1=C(C=CC(=C1)F)S(=O)(=O)NC=1C(=NC=C(C1)C=1C=CC=2N=CN=C(C2N1)N1CCN(CC1)C(\C=C\C(C)=O)=O)OC (E)-2-Chloro-4-fluoro-N-(2-methoxy-5-(4-(4-(4-oxopent-2-enoyl)piperazine-1-yl)pyrido[3,2-d]pyrimidin-6-yl)pyridin-3-yl)benzenesulfonamide